C(C1=CC=CC=C1)(C1=CC=CC=C1)N1C(CN(CC1)CC=1C(=C2CN(C(C2=CC1)=O)C1C(NC(CC1)=O)=O)F)(C)C 3-(5-((4-benzhydryl-3,3-dimethylpiperazin-1-yl)methyl)-4-fluoro-1-oxoisoindolin-2-yl)piperidine-2,6-dione